(4-(2-iodoethyl)phenyl)methanol ICCC1=CC=C(C=C1)CO